C[C@H]1CNCC[C@H]1NC1=NC=C(C=C1)OC(F)(F)F N-[(3S,4R)-3-methyl-4-piperidinyl]-5-(trifluoromethoxy)pyridin-2-amine